5-(1-isopropyl-2-methyl-1H-imidazo[4,5-b]pyridin-6-yl)-7H-pyrrolo[2,3-d]pyrimidin-2-amine C(C)(C)N1C(=NC2=NC=C(C=C21)C2=CNC=1N=C(N=CC12)N)C